(2S,3R,4S)-4-fluoro-3-[(methanesulfonyl)-amino]-N,N-dimethyl-2-[(2,2',3'-trifluoro-[1,1'-biphenyl]-3-yl)methyl]pyrrolidine-1-carboxamide F[C@@H]1[C@@H]([C@@H](N(C1)C(=O)N(C)C)CC=1C(=C(C=CC1)C1=C(C(=CC=C1)F)F)F)NS(=O)(=O)C